N(N)C(COCC1CN(CC1)C(=O)OC(C)(C)C)=S tert-butyl 3-((2-hydrazineyl-2-thioxoethoxy)methyl)pyrrolidine-1-carboxylate